N-((S)-1-(4-(ethylsulfonyl)phenyl)-3-hydroxypropyl)-4-((2S,4S)-2-(fluoromethyl)-4-(4-(trifluoromethoxy)phenoxy)pyrrolidin-1-yl)benzamide C(C)S(=O)(=O)C1=CC=C(C=C1)[C@H](CCO)NC(C1=CC=C(C=C1)N1[C@@H](C[C@@H](C1)OC1=CC=C(C=C1)OC(F)(F)F)CF)=O